5-methyl-6-(trifluoromethyl)pyridine-3-sulfonamide CC=1C=C(C=NC1C(F)(F)F)S(=O)(=O)N